4-hydroxymethyl-7-hydroxythiocoumarin OCC1=CC(OC2=CC(=CC=C12)O)=S